C(C1=CC=CC=C1)OC1=C(C(N(N=C1C)C)=O)C1=C(C(=CC=C1F)Cl)Br 5-Benzyloxy-4-(2-bromo-3-chloro-6-fluoro-phenyl)-2,6-dimethyl-pyridazin-3-one